C(CCCCCCCCCCC)(=O)[O-].C(CCCCCCCCCCC)(=O)[O-].[Bi+3].C(CCCCC(C)C)(=O)[O-].C(CCC)[Sn+2]CCCC dibutyl-tin isooctanoate bismuth dilaurate